C[Si](CCOCN1C=NC2=C1C=CC=C2C2(CC2)C#N)(C)C 1-[1-(2-trimethylsilylethoxymethyl)benzimidazol-4-yl]cyclopropanecarbonitrile